CN(C(C#C[C@H](C)NC(OC(C)(C)C)=O)=O)C tert-butyl N-[(1S)-4-(dimethylamino)-1-methyl-4-oxo-but-2-ynyl]carbamate